1-cyclopropyl-4-[4-(o-tolyl)piperazin-1-yl]butane-1,4-dione C1(CC1)C(CCC(=O)N1CCN(CC1)C1=C(C=CC=C1)C)=O